1-Isopropyl-2-(6-trifluoromethoxy-benzothiazol-2-ylamino)-1H-benzoimidazole-5-carboxylic acid C(C)(C)N1C(=NC2=C1C=CC(=C2)C(=O)O)NC=2SC1=C(N2)C=CC(=C1)OC(F)(F)F